C=1N=CN2C1C1=CC=CC=C1[C@@H]2[C@H]2COCCC[C@H]2O (3S,4R)-3-((S)-5H-imidazo[5,1-a]isoindol-5-yl)oxepan-4-ol